C(C)(=O)OCC1OC(CCC1)OC1=C(C=C2N(CC3N(C2=C1)CCC3)CC)C=O 2-(acetoxymethyl)-6-((5-ethyl-7-formyl-1,2,3,3a,4,5-hexahydropyrrolo[1,2-a]quinoxalin-8-yl)oxy)tetrahydro-2H-pyran